CN(CC(=O)O)C1=NC2=CC=C(C=C2C(=C1)C1=CC=CC=C1)CCCCCCCC 2-[methyl-(6-octyl-4-phenylquinolin-2-yl)amino]acetic acid